COC(=O)C=1SC(=CC1OCC(=O)OC)Br 5-bromo-3-(2-methoxy-2-oxoethoxy)thiophene-2-carboxylic acid methyl ester